N-(5-chloro-4-(2,3-dihydro-1H-pyrrolo[2,3-b]pyridin-1-yl)pyrimidin-2-yl)-6-methoxy-2-methyl-1,2,3,4-tetrahydroisoquinolin-7-amine ClC=1C(=NC(=NC1)NC1=C(C=C2CCN(CC2=C1)C)OC)N1CCC=2C1=NC=CC2